BrC1=C(C2=C(N(C=N2)CCC[C@H]2NCCC[C@@H]2O)C=C1)[N+](=O)[O-] (2R,3S)-2-(3-(5-bromo-4-nitro-1H-benzo[d]imidazol-1-yl)propyl)piperidin-3-ol